OCC1CC(C(C(O1)C(=O)NCC=1C(=NC=CC1)C(F)(F)F)OC)N1N=NC(=C1)C1=CC(=C(C(=C1)F)F)F 6-(hydroxymethyl)-3-methoxy-N-((2-(trifluoromethyl)pyridin-3-yl)methyl)-4-(4-(3,4,5-trifluorophenyl)-1H-1,2,3-triazol-1-yl)tetrahydro-2H-pyran-2-carboxamide